C(C)N1CC2N(C(C1)C2)C2CCN(CC2)C2=CC(=C(C=C2)NC2=NC=NC(=C2)N2OCC[C@@H]2C2=CC=CC=C2)OC N-(4-(4-(3-ethyl-3,6-diazabicyclo[3.1.1]heptan-6-yl)piperidin-1-yl)-2-methoxyphenyl)-6-((R)-3-phenylisoxazolidin-2-yl)pyrimidin-4-amine